N-(e)-tert-butoxycarbonyllysine C(C)(C)(C)OC(=O)N[C@@H](CCCCN)C(=O)O